N-[(2S,3R)-2-[(5'-chloro-2,2'-difluoro[1,1'-biphenyl]-3-yl)methyl]-4,4-difluoro-1-(oxetane-2-carbonyl)pyrrolidin-3-yl]methanesulfonamide ClC=1C=CC(=C(C1)C1=C(C(=CC=C1)C[C@@H]1N(CC([C@@H]1NS(=O)(=O)C)(F)F)C(=O)C1OCC1)F)F